N-(4-fluoro-3-methoxy-phenyl)-8-methyl-imidazo[1,2-a]pyridine-6-carboxamide FC1=C(C=C(C=C1)NC(=O)C=1C=C(C=2N(C1)C=CN2)C)OC